C1(CC1)S(=O)(=O)N1CCN(CC1)CCCNC1=C2C(=NC(=C1)C1=CC=C(C=C1)OC)C=CS2 N-(3-(4-(cyclopropylsulfonyl)piperazin-1-yl)propyl)-5-(4-methoxyphenyl)thieno[3,2-b]pyridin-7-amine